C(C)NC(=O)C1=CC(=NC(=C1)C=1N=NN(C1)C1=C(C(=O)O)C=CC=C1C(F)(F)F)C=1N=NN(C1)C1=C(C(=O)O)C=CC=C1C(F)(F)F 2'-((4-(ethylcarbamoyl)pyridin-2,6-diyl)bis(1H-1,2,3-triazol-4,1-diyl))bis(3-(trifluoromethyl)benzoic acid)